(S)-N-(1-((2-chloro-4-nitrophenyl)amino)-1-oxo-3-phenylpropan-2-yl)-4-(dimethylamino)benzamide ClC1=C(C=CC(=C1)[N+](=O)[O-])NC([C@H](CC1=CC=CC=C1)NC(C1=CC=C(C=C1)N(C)C)=O)=O